COC1=C(N)C=CC(=C1)OCC1=CC=C(C=C1)SC(F)(F)F 2-methoxy-4-((4-(trifluoromethylthio)benzyl)oxy)aniline